(2S,4r)-1-[(2S)-2-(4-cyclopropyl-triazol-1-yl)-3,3-dimethyl-butyryl]-4-hydroxy-N-[(1-tetrahydrofuran-2-ylcyclobutyl)methyl]pyrrolidine-2-carboxamide C1(CC1)C=1N=NN(C1)[C@H](C(=O)N1[C@@H](C[C@H](C1)O)C(=O)NCC1(CCC1)C1OCCC1)C(C)(C)C